Tin iodide phosphate P(=O)(O)(O)O.[Sn](I)(I)(I)I